5-methoxybicyclo[2.2.1]-2-heptene COC1C2C=CC(C1)C2